(E)-α-methoxyimino-2-(bromomethyl)phenylacetic acid methyl ester COC(/C(=N/OC)/C1=C(C=CC=C1)CBr)=O